4-cyclopropyl-2-(4-fluoro-2-methylphenoxy)-N-(4-fluoro-3-(2-hydroxy-3-(2-hydroxyacetamido)propoxy)phenyl)-5-(trifluoromethyl)benzamide C1(CC1)C1=CC(=C(C(=O)NC2=CC(=C(C=C2)F)OCC(CNC(CO)=O)O)C=C1C(F)(F)F)OC1=C(C=C(C=C1)F)C